N1N=C(C=CC1)C(=O)O 1,6-dihydropyridazine-3-carboxylic acid